2-(benzyloxycarbonylamino)-4-[2-methoxyethyl-[4-(5,6,7,8-tetrahydro-1,8-naphthyridin-2-yl)butyl]amino]butanoic acid C(C1=CC=CC=C1)OC(=O)NC(C(=O)O)CCN(CCCCC1=NC=2NCCCC2C=C1)CCOC